BrC1=C2C=NCN(C2=CC(=C1)NC(=O)OCC)C(=O)O 5-bromo-7-((ethoxycarbonyl)amino)quinazoline-1(2H)-carboxylic acid